methyl (S)-3-(2-((5-bromo-6-oxo-1-((2-(trimethylsilyl)ethoxy)methyl)-1,6-dihydropyridazin-4-yl)amino)propoxy)propionate BrC1=C(C=NN(C1=O)COCC[Si](C)(C)C)N[C@H](COCCC(=O)OC)C